C(C)OC(COC1(CC=C(C(=O)OCCCC)C=C1)Br)=O butyl 4-(2-ethoxy-2-oxoethoxy)-4-bromobenzoate